5-chloro-2-(difluoromethyl)-N-((1r,4r)-4-((3-(4-methyl-6-(methylamino)pyridin-3-yl)-2-oxo-2,3-dihydro-1H-benzo[d]imidazol-1-yl)methyl)cyclohexyl)nicotinamide ClC=1C=NC(=C(C(=O)NC2CCC(CC2)CN2C(N(C3=C2C=CC=C3)C=3C=NC(=CC3C)NC)=O)C1)C(F)F